NC1CCC(CC1)(C)NC(OC(C)(C)C)=O tert-butyl ((trans)-4-amino-1-methylcyclohexyl)-carbamate